1,5-Pentylene glycol C(CCCCO)O